3-({[(4S)-7-[(4-fluorophenyl)thio]-3,4-dihydro-2H-1-benzopyran-4-yl]methyl}amino)pyridine-4-carboxylic acid FC1=CC=C(C=C1)SC1=CC2=C([C@H](CCO2)CNC=2C=NC=CC2C(=O)O)C=C1